C(C)C(C(=O)O)OC1=NC=CN=C1C(C)(C)C ethyl-2-[(3-tert-butylpyrazin-2-yl)oxy]acetic acid